OC(C)C1=CC(=NC=C1)C(=O)OC methyl 4-(1-hydroxyethyl)picolinate